4-(3-Chloro-2-fluoro-6-methoxyphenyl)-N-(5-(1,1-difluoroethyl)-1,3,4-thiadiazol-2-yl)-6-methylnicotinamide ClC=1C(=C(C(=CC1)OC)C1=CC(=NC=C1C(=O)NC=1SC(=NN1)C(C)(F)F)C)F